COC([C@H](C[C@H]1C(NCC1)=O)N)=O.CC1(C2CC([C@]1(CC2)CS(=O)(=O)O)=O)C [(1R)-7,7-Dimethyl-2-oxo-norbornan-1-yl]methanesulfonic acid methyl-(2S)-2-amino-3-[(3S)-2-oxopyrrolidin-3-yl]propanoate